S-(4-oxo-3-(2-oxo-2-(((S)-1-(4-(trifluoromethoxy)phenyl)ethyl)amino)ethyl)-3,4-dihydrobenzo[d][1,2,3]triazin-5-yl)cysteine O=C1C2=C(N=NN1CC(N[C@@H](C)C1=CC=C(C=C1)OC(F)(F)F)=O)C=CC=C2SC[C@H](N)C(=O)O